C(C)SC=1C2=C(SC1C1=NC3=C(C=NC(=C3)C(F)(F)F)N1C)C=CS2 2-[3-(ethylsulfanyl)thieno[3,2-b]thiophen-2-yl]-3-methyl-6-(trifluoromethyl)-3H-imidazo[4,5-c]pyridine